C(OC[C@H]1O[C@@]([C@@H]([C@@H]1O)O)(C#N)C1=CC=C2C(=NC=NN21)N)(OCOP(=O)(O)O)=O ((2R,3S,4R,5R)-5-(4-aminopyrrolo[2,1-f][1,2,4]triazin-7-yl)-5-cyano-3,4-dihydroxytetrahydrofuran-2-yl)methyl ((phosphonooxy)methyl) carbonate